O1C(=NCC1)N 4,5-dihydrooxazol-2-amine